5-(1-(2-(dimethyl-amino)-2-oxo-Ethyl)-1H-pyrazol-4-yl)pyridin CN(C(CN1N=CC(=C1)C=1C=CC=NC1)=O)C